6-(2-hydroxypropan-2-yl)pyrazin OC(C)(C)C1=CN=CC=N1